C(C)(C)(C)[C@@H]1C=2C=C(C(NC2C2=C(C1)N1C(=N2)C(=CC(=C1)OC(F)F)OC(F)F)=O)C(=O)O (R)-5-(tert-butyl)-9,11-bis(difluoromethoxy)-2-oxo-1,2,5,6-tetrahydropyrido[2',1':2,3]imidazo[4,5-h]quinoline-3-carboxylic acid